N-(5-cyano-2-(4-(2,6-difluorophenoxy)piperidin-1-yl)phenyl)-1-methyl-2-oxo-1,2-dihydropyridine-3-carboxamide C(#N)C=1C=CC(=C(C1)NC(=O)C=1C(N(C=CC1)C)=O)N1CCC(CC1)OC1=C(C=CC=C1F)F